((S)-2,2-difluorocyclopropyl)methanone FC1([C@@H](C1)C=O)F